4-amino-2-[3-(2-cyclopentylethyl)imidazo[1,5-a]pyridin-1-yl]-5,5-dimethyl-5,7-dihydro-6H-pyrrolo[2,3-d]pyrimidin-6-one NC=1C2=C(N=C(N1)C=1N=C(N3C1C=CC=C3)CCC3CCCC3)NC(C2(C)C)=O